[C-]#[O+] The molecule is a one-carbon compound in which the carbon is joined only to a single oxygen. It is a colourless, odourless, tasteless, toxic gas. It has a role as a neurotoxin, a signalling molecule, a vasodilator agent, a neurotransmitter, a metabolite, a P450 inhibitor, a ligand, a biomarker, a probe, a human metabolite, a mouse metabolite, an EC 1.9.3.1 (cytochrome c oxidase) inhibitor and a mitochondrial respiratory-chain inhibitor. It is a one-carbon compound, a gas molecular entity and a carbon oxide. It is a conjugate base of a carbon monoxide(1+).